CC1=C(C=C(CNC(OC(C)(C)C)=O)C=C1)C(NC(C)C1=CC(=NC2=CC=CC=C12)N1C(CCC1)=O)=O tert-butyl (4-methyl-3-((1-(2-(2-oxopyrrolidin-1-yl)quinolin-4-yl)ethyl)carbamoyl) benzyl)carbamate